1-[6-(2-aminoethylamino)-6-oxohexyl]-3,3-dimethyl-indolin-5-sulfonat NCCNC(CCCCCN1CC(C2=CC(=CC=C12)S(=O)(=O)[O-])(C)C)=O